4-{4-[4-(2-tert-butoxycarbonylamino-ethyl)-phenylcarbamoyl]-phenyl}-3,6-dihydro-2H-pyridine-1-carboxylic acid tert-butyl ester C(C)(C)(C)OC(=O)N1CCC(=CC1)C1=CC=C(C=C1)C(NC1=CC=C(C=C1)CCNC(=O)OC(C)(C)C)=O